OC1(CC(C1)(CO)NC(OCC1=CC=CC=C1)=O)CO Benzyl [(1s,3s)-3-hydroxy-1,3-bis(hydroxymethyl)cyclobutyl]carbamate